C(C)(=O)OC[C@H]1[C@H]([C@@H]([C@H]([C@]2(O1)OC1=CC=C(C=C1CC2)OC)CC(=O)[O-])OCC=2C(OC1=CC=C(C(=C1C2)F)F)=NS(=O)(=O)C2=CC=C(C)C=C2)CC(=O)[O-] (2R,3'R,4'S,5'S,6'R)-6'-(acetoxymethyl)-4'-((5,6-difluoro-2-(tosylimino)-2H-chromen-3-yl) methoxy)-6-methoxy-3',4',5',6'-tetrahydrospiro[chromane-2,2'-pyran]-3',5'-Di-acetate